CN1C(C(=CCC1)C1=CC=2C(=NC=CC2NC=2C=CC3=C(N=CS3)C2)S1)C N-(2-(1,2-dimethyl-1,2,5,6-tetrahydropyridin-3-yl)thieno[2,3-b]pyridin-4-yl)benzo-[d]thiazol-5-amine